morpholin-4-amine N1(CCOCC1)N